2-[(5-ethoxy-1,3-benzothiazol-2-yl)carbamoyl]bicyclo[2.2.1]hept-5-ene-3-carboxylic acid C(C)OC=1C=CC2=C(N=C(S2)NC(=O)C2C3C=CC(C2C(=O)O)C3)C1